N1=C2C(=CC=C1)[C@@H](OC1=C(O2)C=CC=C1)CNC(OC(C)(C)C)=O |r| racemic-tert-butyl ((5H-benzo[2,3][1,4]dioxepino[5,6-b]pyridin-5-yl)methyl)carbamate